5-((5-methoxy-1H-pyrazol-3-yl)amino)-3-((1-(oxetan-3-yl)ethyl)amino)pyrazine-2-carbonitrile COC1=CC(=NN1)NC=1N=C(C(=NC1)C#N)NC(C)C1COC1